benzyl (2-(2-(2,4-difluorophenyl)-6-(1,1,1-trifluoro-2-hydroxy-3-(1'-methyl-1'H-[1,3'-bipyrazole]-5'-carboxamido)propan-2-yl)pyridin-4-yl)propan-2-yl)carbamate FC1=C(C=CC(=C1)F)C1=NC(=CC(=C1)C(C)(C)NC(OCC1=CC=CC=C1)=O)C(C(F)(F)F)(CNC(=O)C1=CC(=NN1C)N1N=CC=C1)O